C(CCC)[Si](OCCCOC=1N(N=CC1C=1C=C2C(=CN1)N(N=C2C=C)C2OCCCC2)C)(C)C butyl-dimethyl-[3-[2-methyl-4-(1-tetrahydropyran-2-yl-3-vinyl-pyrazolo[3,4-c]pyridin-5-yl)pyrazol-3-yl]oxypropoxy]silane